1-(beta-carbolin-1-yl)-3,4,5-trihydroxy-1-pentanone C1(=NC=CC=2C3=CC=CC=C3NC12)C(CC(C(CO)O)O)=O